3-(1-((2-(trimethylsilyl)ethoxy)methyl)-1H-imidazol-2-yl)azetidine-1-carboxylic acid tert-butyl ester C(C)(C)(C)OC(=O)N1CC(C1)C=1N(C=CN1)COCC[Si](C)(C)C